4-chloro-N-(1,1-dimethylsilinan-4-yl)-6-methoxy-1H-pyrrolo[2,3-b]pyridine-2-carboxamide ClC1=C2C(=NC(=C1)OC)NC(=C2)C(=O)NC2CC[Si](CC2)(C)C